NC=1C2=C(N=CN1)N(C=C2C2=CC=C(C=1N2C=CN1)NC(=O)NC1=CC(=NN1C1=CC=C(C=C1)Cl)C(C)(C)C)C1CC1 1-(5-(4-amino-7-cyclopropyl-7H-pyrrolo[2,3-d]pyrimidin-5-yl)imidazo[1,2-a]pyridin-8-yl)-3-(3-(tert-butyl)-1-(4-chlorophenyl)-1H-pyrazol-5-yl)urea